(+/-)-2-hydroxy-3-(thiophen-3-yl)propanenitrile O[C@@H](C#N)CC1=CSC=C1 |r|